2-(sec-butylamino)acetic acid C(C)(CC)NCC(=O)O